ClC=1SC(=C(N1)CC[N+](C)(C)C)Cl 2-(2,5-dichloro-1,3-thiazol-4-yl)-N,N,N-trimethylethan-1-aminium